4,7,10-tris(carboxymethyl)-1,4,7,10-tetraazacyclododecan C(=O)(O)CN1CCNCCN(CCN(CC1)CC(=O)O)CC(=O)O